C(C1=CC=CC=C1)OCC1CCC(CC1)N1N=C(C(=C1)C(=O)OCC)OC(F)(F)F ethyl 1-[4-(benzyloxymethyl)cyclohexyl]-3-(trifluoromethoxy)pyrazole-4-carboxylate